4-(3-Cyano-4-furan-2-yl-6-thiophen-3-yl-pyridin-2-yloxymethyl)-benzoic acid C(#N)C=1C(=NC(=CC1C=1OC=CC1)C1=CSC=C1)OCC1=CC=C(C(=O)O)C=C1